tert-butyl ((1S)-(5-(cyclopropyl((R)-2,2-dioxido-5-(trifluoromethyl)-1,2,3-oxathiazolidin-3-yl)methyl)-4-fluorobenzo[d]oxazol-2-yl)(4,4-difluorocyclohexyl)-methyl)carbamate C1(CC1)C(C=1C=CC2=C(N=C(O2)[C@H](C2CCC(CC2)(F)F)NC(OC(C)(C)C)=O)C1F)N1S(O[C@H](C1)C(F)(F)F)(=O)=O